C1(=CC=CC=C1)N(N)C(CCCCCC)=O enanthic acid phenylhydrazide